2-[(3-chloro-2-fluorophenyl)methyl]-4,4-difluoro-3-[(2-methylpropan-2-sulfinyl)imino]pyrrolidine-1-carboxylic acid tert-butyl ester C(C)(C)(C)OC(=O)N1C(C(C(C1)(F)F)=NS(=O)C(C)(C)C)CC1=C(C(=CC=C1)Cl)F